CN1C(N(C=2C1=NC=C(C2)C2=CC(=CC=C2)C(F)(F)F)CC=2C=NN(C2)C)=O 3-methyl-1-[(1-methylpyrazol-4-yl)methyl]-6-[3-(trifluoromethyl)phenyl]imidazo[4,5-b]pyridin-2-one